FC=1C=C(C=CC1)C1=C(C=C2N(C1=O)C(=CS2)C)C(=O)O 6-(3-fluorophenyl)-3-methyl-5-oxo-5H-thiazolo[3,2-a]Pyridine-7-carboxylic acid